FC1=C2C[C@H](COC2=C(C(=C1)[C@@H]1[C@@H](CNCC1)O)F)NC(=O)C1=CC2=C(N=N1)N(C=C2)CC N-((R)-5,8-difluoro-7-((3S,4R)-3-hydroxypiperidin-4-yl)chroman-3-yl)-7-ethyl-7H-pyrrolo[2,3-c]pyridazine-3-carboxamide